OCC1CCC(CC1)N1CCC(CC1)N1[C@@H](C2=C(NC=3N=NC(=CC32)C3=C(C=CC=C3)O)CC1)C (R)-2-(6-(1-(4-(hydroxymethyl)cyclohexyl)piperidin-4-yl)-5-methyl-6,7,8,9-tetrahydro-5H-pyrido[3',4':4,5]pyrrolo[2,3-c]pyridazin-3-yl)phenol